4-bromo-3-nitrobenzene-1,2-diamine BrC=1C(=C(C(=CC1)N)N)[N+](=O)[O-]